C1(CC1)S(=O)(=O)N1N=CC(=C1)C1=NC=CC(=N1)NC1=NC=C(C(=C1)NC1CCC(CC1)(O)C)C1=NC=C(N=C1)N1CCC(CC1)(F)F (1s,4s)-4-((2-((2-(1-(Cyclopropylsulfonyl)-1H-pyrazol-4-yl)pyrimidin-4-yl)amino)-5-(5-(4,4-difluoropiperidin-1-yl)pyrazin-2-yl)pyridin-4-yl)amino)-1-methylcyclohexan-1-ol